CN1C(CCC1)COC1=CC=C(C=C1)C1(N=C(NN1C1=NC2=CC=CC=C2N=C1)N)N 5-(4-((1-methylpyrrolidin-2-yl)methoxy)phenyl)-1-(quinoxalin-2-yl)-1H-1,2,4-triazole-3,5-diamine